C1(CC1)CC=1N(C(=CC1C=1SC=C(N1)C(=O)O)C1=CC(=CC=C1)C#CC1(CCC1)F)CC1=CC(=C(C=C1)S(N)(=O)=O)F 2-(2-(cyclopropylmethyl)-1-(3-fluoro-4-sulfamoylbenzyl)-5-(3-((1-fluorocyclobutyl)ethynyl)phenyl)-1H-pyrrol-3-yl)thiazole-4-carboxylic acid